N-4-pyridylcyclohexanecarboxamide dihydrochloride Cl.Cl.N1=CC=C(C=C1)NC(=O)C1CCCCC1